2-(4-cyclopropyl-6-methoxypyrimidin-5-yl)-4-(4-(1-ethyl-4-(trifluoromethyl)-1H-imidazol-2-yl)-3-fluorobenzyl)-6-methyl-6,7-dihydro-[1,2,4]triazolo[1,5-a]pyrimidin-5(4H)-one C1(CC1)C1=NC=NC(=C1C1=NN2C(N(C(C(C2)C)=O)CC2=CC(=C(C=C2)C=2N(C=C(N2)C(F)(F)F)CC)F)=N1)OC